2-((S)-1-(4-((S)-2-(4-chloro-2-fluorophenyl)-2-methylbenzo[d][1,3]dioxolan-4-yl)-3,6-dihydropyridin-1(2H)-yl)ethyl)-1-(((S)-oxetan-2-yl)methyl)-1H-benzo[d]imidazole-6-carboxylic acid ClC1=CC(=C(C=C1)[C@@]1(OC2=C(O1)C=CC=C2C=2CCN(CC2)[C@@H](C)C2=NC1=C(N2C[C@H]2OCC2)C=C(C=C1)C(=O)O)C)F